CC=1SC=C(C1)OCC methyl-4-ethoxythiophene